O[C@@H]1C[C@@H](OC1)C=1C(=NC(=CC1)N1C=NC2=C1C=C(C=C2)NC=2N=NC(=CC2)C)N2N=C(C=C2C)C#N 1-[3-[(2R,4R)-4-hydroxytetrahydrofuran-2-yl]-6-[6-[(6-methylpyridazin-3-yl)amino]benzimidazol-1-yl]-2-pyridyl]-5-methyl-pyrazole-3-carbonitrile